C(C)N1N=CC(=C1)C=1C=CC=2N=CN=C(C2N1)N1CCC2=CC(=CC=C12)F 6-(1-ethyl-1H-pyrazol-4-yl)-4-(5-fluoroindolin-1-yl)pyrido[3,2-d]pyrimidine